2-(phenylsulfonamido)-4-(trifluoromethyl)-N-(3-(trifluoromethyl)bicyclo[1.1.1]pentan-1-yl)benzamide C1(=CC=CC=C1)S(=O)(=O)NC1=C(C(=O)NC23CC(C2)(C3)C(F)(F)F)C=CC(=C1)C(F)(F)F